C(CCC)C1(CS(C2=C(N(C1)C1=CC=C(C=C1)F)C=C(C(=C2)O)SC)(=O)=O)C 3-butyl-5-(4-fluorophenyl)-8-hydroxy-3-methyl-7-(methylthio)-2,3,4,5-tetrahydro-1,5-benzothiazepine 1,1-dioxide